Cl.C(C)(C)(C)SCCN 2-tert-Butyl-sulfenylethylamine hydrochloride